C(C)(C)(C)OC(=O)N1CC(C(C1)O[Si](C)(C)C)N=[N+]=[N-] 3-azido-4-((trimethylsilyl)oxy)pyrrolidine-1-carboxylic acid tert-butyl ester